ethyl (S)-3-(3-(1H-pyrazol-1-yl)phenyl)-3-(3-(4-hydroxy-1-methyl-2-oxo-1,2-dihydropyridin-3-yl)ureido)propanoate N1(N=CC=C1)C=1C=C(C=CC1)[C@H](CC(=O)OCC)NC(=O)NC=1C(N(C=CC1O)C)=O